FC=1C(=CC2=C(N=C(S2)C2=NN=C3N2CCN([C@@H]3C)C(=O)C3=CC=C(C=C3)F)C1)F (R)-(3-(5,6-difluorobenzo[d]thiazol-2-yl)-8-methyl-5,6-dihydro-[1,2,4]triazolo[4,3-a]pyrazin-7(8H)-yl)(4-fluorophenyl)methanone